2-{4-[(1S)-1-(2,3-dihydro-1-benzofuran-6-yl)ethyl]piperazin-1-yl}-4H,5H,6H,7H-[1,3]thiazolo[5,4-c]pyridin-4-one O1CCC2=C1C=C(C=C2)[C@H](C)N2CCN(CC2)C=2SC=1C(NCCC1N2)=O